Methoxypentylcyanoacrylat COCCCCCC=C(C(=O)[O-])C#N